C(#N)C1=CN=C2N1C(=CC(=C2)C=2N=NN(C2C)[C@H]2CN(CCC2)C(=O)OC(C)(C)C)O tert-Butyl (3R)-3-[4-(3-cyano-5-hydroxy-imidazo[1,2-a]pyridin-7-yl)-5-methyl-triazol-1-yl]piperidine-1-carboxylate